ClC1=C(C=CC=C1NC(CC(C)C1CCNCC1)=O)SC=1N=CC(=NC1)N1CCC(CC1)(C)CNC(OC(C)(C)C)=O tert-butyl ((1-(5-((2-chloro-3-(3-(piperidin-4-yl)butanamido)phenyl)thio)pyrazin-2-yl)-4-methylpiperidin-4-yl)methyl)carbamate